CN1C(N(CC1)C)=N 1,3-dimethyl-2-(imino)imidazolidine